CN1N=NC(=C1NC(O[C@H](C)C1=C(C=CC=C1)Cl)=O)C=1C=C2N(CC(NC2=CC1)=O)C (R)-1-(2-chlorophenyl)ethyl (1-methyl-4-(4-methyl-2-oxo-1,2,3,4-tetrahydroquinoxalin-6-yl)-1H-1,2,3-triazol-5-yl)carbamate